(S)-N-((R)-(3-chloro-2,4-difluorophenyl)(3,3-dimethylcyclobutyl)methyl)-5-oxopyrrolidine-3-carboxamide ClC=1C(=C(C=CC1F)[C@H](NC(=O)[C@@H]1CNC(C1)=O)C1CC(C1)(C)C)F